FC(C(C(F)(F)F)OC1(C(C(C=C1F)(F)F)(F)F)OC(C(F)(F)F)C(F)(F)F)(F)F 5,5-bis(1,1,1,3,3,3-hexafluoroprop-2-yloxy)-1,3,3,4,4-pentafluorocyclopentene